tert-butyl (3R,4R)-3-{[6-chloro-8-(methoxycarbonyl)pyrido[3,2-d]pyrimidin-4-yl]amino}-4-fluoropiperidine-1-carboxylate ClC=1C=C(C=2N=CN=C(C2N1)N[C@@H]1CN(CC[C@H]1F)C(=O)OC(C)(C)C)C(=O)OC